COC1=CC=C(CN(C=2N=CN(C(C2C(=O)OC)=O)C2=C(C=C(C=C2Cl)CO)Cl)CC2=CC=C(C=C2)OC)C=C1 methyl 4-(bis(4-methoxybenzyl)amino)-1-(2,6-dichloro-4-(hydroxymethyl)phenyl)-6-oxo-1,6-dihydropyrimidine-5-carboxylate